4,4'-diamino-2'-chloro-benzanilide NC1=CC=C(C(=O)NC2=C(C=C(C=C2)N)Cl)C=C1